ClC=1C(=C(NC2=C(NC3=C2C(NCC3)=O)C3=C(C=NC=C3)OCC(C)(C)N(C)C)C=CC1)C 3-(3-chloro-2-methylanilino)-2-{3-[2-(dimethylamino)-2-methylpropoxy]pyridin-4-yl}-1,5,6,7-tetrahydro-4H-pyrrolo[3,2-c]pyridin-4-one